tripropylene glycol dipentyl-oleate C(CCCC)/C(=C(/CCCCCCCC(=O)O)\CCCCC)/CCCCCCCC.CC(COC(C)COC(C)CO)O